1-(1-Aminoisochinolin-4-yl)-N-(5-cyano-2-methyl-4-(2H-1,2,3-triazol-2-yl)phenyl)-5-(trifluoromethyl)-1H-pyrazol-4-carboxamid NC1=NC=C(C2=CC=CC=C12)N1N=CC(=C1C(F)(F)F)C(=O)NC1=C(C=C(C(=C1)C#N)N1N=CC=N1)C